4-isopropylbenzenesulfonyl chloride C(C)(C)C1=CC=C(C=C1)S(=O)(=O)Cl